[Mn].[Ni].[Cr] chromium nickel-manganese